C[C@@H]1OC(OCC1)C1=CC=CC=C1 (4S)-4-methyl-2-phenyl-1,3-dioxane